ClC1=CC=C(C=C1)OC(=O)C1C(C2C(C3=NC=CC=C3O2)(C1=O)O)C1=CC=CC=C1 (4-chlorophenyl)-8a-hydroxy-8-oxo-6-phenyl-5a,7,8,8a-tetrahydro-6H-cyclopenta[4,5]furo[3,2-b]pyridine-7-carboxylate